NC1=NC=C(C=N1)C#CC=1C(=C(C=CC1F)NS(=O)(=O)C1=C(C=CC(=C1)Cl)C(F)(F)F)F N-(3-((2-aminopyrimidin-5-yl)ethynyl)-2,4-difluorophenyl)-5-chloro-2-(trifluoromethyl)benzenesulfonamide